dihydroxyethyl benzoate C(C1=CC=CC=C1)(=O)OCC(O)O